2-(2-hydroxyethoxy)benzaldehyde OCCOC1=C(C=O)C=CC=C1